NC1=NN2C(N=CC=C2)=C1C(=O)NC(C)C1=CC(=C2C=NNC2=C1OCCOC)Cl 2-Amino-N-(1-(4-chloro-7-(2-methoxyethoxy)-1H-indazol-6-yl)ethyl)pyrazolo[1,5-a]pyrimidine-3-carboxamide